C(C)OC(C)(C)[C@@]1(CN(CC1)C(C)(C)C=1C=CC(=NC1)C)CCC=1SC=CC1 (S)-5-(2-(3-(2-ethoxypropan-2-yl)-3-(2-(thiophen-2-yl)ethyl)pyrrolidin-1-yl)propan-2-yl)-2-methylpyridine